(E)-N-(2-chloro-5-(2-(3-cyano-6-(1-methyl-1H-pyrazol-4-yl)pyrazolo[1,5-a]pyridin-4-yl)vinyl)phenyl)acrylamide ClC1=C(C=C(C=C1)\C=C\C=1C=2N(C=C(C1)C=1C=NN(C1)C)N=CC2C#N)NC(C=C)=O